ClC=1C=NC(=C(C(=O)NC2CCC(CC2)CN2C(N(C3=C2C=CC=C3)C=3C=C2C=NN(C2=CC3)C)=O)C1)C 5-chloro-2-methyl-N-((1r,4r)-4-((3-(1-methyl-1H-indazol-5-yl)-2-oxo-2,3-dihydro-1H-benzo[d]imidazol-1-yl)methyl)cyclohexyl)nicotinamide